(R)-1-[(Sp)-2-(diphenylphosphino)ferrocenyl]ethyl-di(3,5-xylyl)phosphine C1(=CC=CC=C1)P(C=1[C-](C=CC1)[C@@H](C)P(C1=CC(=CC(=C1)C)C)C1=CC(=CC(=C1)C)C)C1=CC=CC=C1.[CH-]1C=CC=C1.[Fe+2]